NC=1C=C(N=NC1)N1C=C(C(C2=CC(=C(C=C12)F)Cl)=O)C(=O)OCC ethyl 1-(5-aminopyridazin-3-yl)-6-chloro-7-fluoro-4-oxo-1,4-dihydroquinoline-3-carboxylate